(S)-(5-(4-(pyrazolo[1,5-a]pyridin-2-yl)-1,4,6,7-tetrahydro-5H-imidazo[4,5-c]pyridin-5-yl)pyrazin-2-yl)(pyrrolidin-1-yl)methanone N1=C(C=C2N1C=CC=C2)[C@H]2N(CCC1=C2N=CN1)C=1N=CC(=NC1)C(=O)N1CCCC1